BrC=1C=C(C(=NC1)N1C2(CC2)CCCC1=O)F 4-(5-bromo-3-fluoropyridin-2-yl)-4-azaspiro[2.5]octan-5-one